4-[(1S)-1-[8-(2-chlorophenyl)-7-(4-chlorophenyl)-1-[(2R)-2,3-dihydroxypropyl]-2,6-dioxopurin-3-yl]ethyl]benzamide ClC1=C(C=CC=C1)C1=NC=2N(C(N(C(C2N1C1=CC=C(C=C1)Cl)=O)C[C@H](CO)O)=O)[C@@H](C)C1=CC=C(C(=O)N)C=C1